C12C(CCC3C(CC1)O3)O2 1,2:5,6-diepoxycyclooctane